gallium-cerium [Ce].[Ga]